C(C1=CC=CC=C1)OP(=O)(OCC1=CC=CC=C1)OCOC(=O)N(CC(=O)OCC1=CC=CC=C1)CC(CO)(C)C benzyl N-((((bis(benzyloxy)phosphoryl)oxy)methoxy)carbonyl)-N-(3-hydroxy-2,2-dimethylpropyl)glycinate